triethyloctyl-ammonium chloride [Cl-].C(C)[N+](CCCCCCCC)(CC)CC